6-(2,7-dimethyl-2H-indazol-5-yl)-2-((1-methylpiperidin-4-yl)amino)quinazolin-4(3H)-one CN1N=C2C(=CC(=CC2=C1)C=1C=C2C(NC(=NC2=CC1)NC1CCN(CC1)C)=O)C